CC1(CNCCC1O)C 3,3-dimethyl-piperidin-4-ol